N-(tert-butoxycarbonyl)-D-methionine CC(C)(C)OC(=O)N[C@H](CCSC)C(=O)O